C(CC)(=O)OSSC1=NC=CC=C1 2-pyridyldithio (propionate)